[N-](S(=O)(=O)C(F)(F)C(F)(F)F)S(=O)(=O)C(F)(F)C(F)(F)F.C[N+]1(CCCC1)CCCCCC 1-methyl-1-pentylmethylpyrrolidinium bis(pentafluoroethylsulfonyl)imide salt